5-Methyl-2,3-dihydro-1H-inden-1-one CC=1C=C2CCC(C2=CC1)=O